ethyl (2S)-2-amino-4-(dimethylcarbamoyl)hept-6-enoate hydrochloride Cl.N[C@H](C(=O)OCC)CC(CC=C)C(N(C)C)=O